O[C@@H]1C[C@H](N(C1)C(=O)[C@H](C(C)(C)C)NC(CCOCCOCCOCCC(=O)O)=O)C(NCC1=CC=C(C=C1)C1=C(N=CS1)C)=O 3-[2-[2-[3-[[(1S)-1-[(2S,4R)-4-hydroxy-2-[[4-(4-methylthiazol-5-yl)phenyl]methylcarbamoyl]pyrrolidine-1-carbonyl]-2,2-dimethyl-propyl]amino]-3-oxo-propoxy]ethoxy]ethoxy]propanoic acid